[(3R,9aS)-3-(3-chloro-4-fluoro-phenyl)-3,4,6,7,9,9a-hexahydro-1H-pyrazino[2,1-c][1,4]oxazin-8-yl]-(2-chloro-3-pyridazin-4-yl-phenyl)methanone ClC=1C=C(C=CC1F)[C@@H]1CN2[C@H](CO1)CN(CC2)C(=O)C2=C(C(=CC=C2)C2=CN=NC=C2)Cl